lead zinc lead titanium [Ti].[Pb].[Zn].[Pb]